6-bromo-3,3-dimethyl-1,2,3,3a,4,9-hexahydropyrrolo[2,1-b]quinazolin-9-one BrC=1C=CC=2C(N3C(NC2C1)C(CC3)(C)C)=O